FC(C(C(S)(F)F)(F)F)CC pentafluoropentanethiol